2-(2-(2-Nitro-1H-imidazol-1-yl)ethoxy)ethylamine trifluoroacetate FC(C(=O)O)(F)F.[N+](=O)([O-])C=1N(C=CN1)CCOCCN